O1CCN(CC1)C(C[C@H](C(N[C@@H](CCCC1=CC=CC=C1)B1OC(C(O1)(C)C)(C)C)=O)NC(=O)[C@H]1OCCCC1)=O (S)-N-((R)-4-morpholino-1,4-dioxo-1-(((R)-4-phenyl-1-(4,4,5,5-tetramethyl-1,3,2-dioxaborolan-2-yl)butyl)amino)butan-2-yl)tetrahydro-2H-pyran-2-carboxamide